ClC1=CC=C(C=N1)C=1C2CN(C(C1)CC2)C 5-(6-chloro-3-pyridyl)-2-methyl-2-azabicyclo[2.2.2]oct-5-ene